C(C)(=O)N=C1C(C=CC(C1)=O)=O N-acetylbenzoquinoneimine